CN1C(C=NC(=C1C1=CC=C(C=C1)C)C1=CC=C(C=C1)C)=O 1-methyl-5,6-di-p-tolyl-pyrazinone